C(C)(C)(C)OC(C[C@@H](COC(C)C)NC(=O)OCC1C2=CC=CC=C2C=2C=CC=CC12)=O (3S)-3-(9-fluorenyl)methoxycarbonylamino-4-isopropoxybutanoic acid tert-butyl ester